FC(C(=O)O)(F)F.C1N(CC2=CC=CC=C12)N1C(CCCC1=O)=O isoindolin-2-yl-piperidine-2,6-dione trifluoroacetate